CC=1C(=C2C=NNC2=CC1)NC=1C2=C(C=NC1)NC(=N2)C2CN(C2)C(C=C)=O 1-(3-(7-(5-methyl-1H-indazol-4-ylamino)-3H-imidazo[4,5-c]pyridin-2-yl)azetidin-1-yl)prop-2-en-1-one